C(C1=CC=CC=C1)[C@H]1C(NC[C@@H](N1)C1=CC=C(C=C1)OCC1=CC=CC=C1)=O (3S,5S)-3-benzyl-5-(4-(benzyloxy)phenyl)piperazin-2-one